(2Z)-6-(2-fluoro-4-hydroxyphenyl)-2-(hydroxyimino)-2,3-dihydro-1H-inden-1-one FC1=C(C=CC(=C1)O)C1=CC=C2C/C(/C(C2=C1)=O)=N/O